C(C)(C)(C)N1C=C(C=C1)C(=O)NCC=1SC(=NN1)N1N=C2C(=CC=CC2=C1CC(F)(F)F)N[C@H]1[C@H](CN(CC1)C)F 1-(tert-butyl)-N-((5-(7-(((3S,4R)-3-fluoro-1-methylpiperidin-4-yl)amino)-3-(2,2,2-trifluoroethyl)-2H-indazol-2-yl)-1,3,4-thiadiazol-2-yl)methyl)-1H-pyrrole-3-carboxamide